2-{6-[(2-azidoethyl)amino]-4-[3-methyl-1-(4-methyl-1,2,4-triazol-3-yl)cyclobutyl]pyridin-2-yl}-6-{[(3S)-3-methylpiperidin-1-yl]methyl}-4-(trifluoromethyl)-3H-isoindol-1-one N(=[N+]=[N-])CCNC1=CC(=CC(=N1)N1C(C2=CC(=CC(=C2C1)C(F)(F)F)CN1C[C@H](CCC1)C)=O)C1(CC(C1)C)C1=NN=CN1C